5-(4-chlorophenyl)-1-(2,4-dichlorophenyl)-4-methyl-N-(3-(((1S,2S,4S)-1,7,7-trimethyl-bicyclo[2.2.1]heptan-2-yl)-amino)propyl)-1H-pyrazole-3-carboxamide ClC1=CC=C(C=C1)C1=C(C(=NN1C1=C(C=C(C=C1)Cl)Cl)C(=O)NCCCN[C@@H]1[C@]2(CC[C@@H](C1)C2(C)C)C)C